magnesium fluoro(nonafluorobutane) FC(C(C(C(F)(F)F)(F)F)(F)F)(F)F.[Mg]